(2R,5S)-N-(1-(2,4-difluorophenyl)cyclopropyl)-8-hydroxy-7,9-dioxo-2,3,4,5,7,9,13,13a-octahydro-2,5-methanopyrido[1',2':4,5]pyrazino[2,1-b][1,3]oxazepine-10-carboxamide FC1=C(C=CC(=C1)F)C1(CC1)NC(=O)C=1C(C(=C2N(CC3O[C@@H]4CC[C@H](N3C2=O)C4)C1)O)=O